(1s,3r)-1-(4-bromo-2,6-difluorophenyl)-2-((1-fluorocyclopropyl)methyl)-3,5-dimethyl-1,2,3,4-tetrahydroisoquinolin-6-amine BrC1=CC(=C(C(=C1)F)[C@H]1N([C@@H](CC2=C(C(=CC=C12)N)C)C)CC1(CC1)F)F